2-(2-(3-bromophenyl)-4-methyloxetane-2-carbonyl)-N-methylthiosemicarbazide BrC=1C=C(C=CC1)C1(OC(C1)C)C(=O)N(NC)C(=S)N